ClC1=CNC2=C(C=CC(=C12)Cl)NS(=O)(=O)C1=CC=C(C=C1)S(=O)(=O)N1CC2=C(CC1)N(C(=N2)C)C N-(3,4-dichloro-1H-indol-7-yl)-4-((1,2-dimethyl-1,4,6,7-tetrahydro-5H-imidazo[4,5-c]pyridin-5-yl)sulfonyl)benzenesulfonamide